Carbonic acid 7-[4-(4-benzo[b]thiophen-4-ylpiperazin-1-yl)butoxy]-4,4-dimethyl-2-oxo-3,4-dihydro-2H-quinolin-1-ylmethyl ester ethyl ester C(C)OC(OCN1C(CC(C2=CC=C(C=C12)OCCCCN1CCN(CC1)C1=CC=CC=2SC=CC21)(C)C)=O)=O